C(O)C1(CCC(CC1)CO)C1=CC(=CC=C1C(=O)O)C(=O)O.NC=1C(=NC(=CN1)C1=C(C=CC(=C1)[C@@](C(F)F)(CO)O)C([2H])([2H])[2H])C(=O)N[C@H]1[C@@H](CCCC1)O 3-amino-6-(5-((S)-1,1-difluoro-2,3-dihydroxypropan-2-yl)-2-(methyl-d3)phenyl)-N-((1r,2r)-2-hydroxycyclohexyl)pyrazine-2-carboxamide 1,4-dimethylolcyclohexaneterephthalate